3-(Difluoromethyl)phenyl-3-methyl-1-(pyridazin-3-ylmethyl)imidazo[4,5-b]pyridin-2-one FC(C=1C=C(C=CC1)C1=CC=C2C(=N1)N(C(N2CC=2N=NC=CC2)=O)C)F